Racemic-tert-butyl 3-(3,4-dihydro-2H-1,4-benzoxazin-8-yl)piperidine-1-carboxylate O1CCNC2=C1C(=CC=C2)[C@@H]2CN(CCC2)C(=O)OC(C)(C)C |r|